ClC1=CC=C2C=C(C=NC2=C1)C(=O)N[C@@H]1CC[C@H](N(C1)C(=O)OC(C)(C)C)C=1OC(=NN1)C1CC(C1)OC(F)(F)F tert-butyl (2S,5R)-5-(7-chloroquinoline-3-amido)-2-{5-[(1s,3s)-3-(trifluoromethoxy)cyclobutyl]-1,3,4-oxadiazol-2-yl}piperidine-1-carboxylate